cis-2,9-dimethyl-2,3,4,4a,5,9b-hexahydro-1H-pyrido[4,3-b]indole CN1C[C@H]2[C@H](NC=3C=CC=C(C23)C)CC1